C(CC(C)C)N1CCC(CC1)CN1CC(C2=NC=CC=C21)(C)C N-((1-isopentylpiperidin-4-yl)methyl)-3,3-dimethyl-2,3-dihydro-1H-pyrrolo[3,2-b]pyridine